4-amino-7-fluoro-N,1-dimethyl-N-((3R)-6-(trifluoromethyl)-2,3-dihydrofuro[2,3-b]pyridin-3-yl)-1H-pyrazolo[4,3-c]quinoline-8-carboxamide NC1=NC=2C=C(C(=CC2C2=C1C=NN2C)C(=O)N([C@H]2COC1=NC(=CC=C12)C(F)(F)F)C)F